OC1(CCN(CC1)C(=O)OC(C)(C)C)CN1C=NC2=CC(=CC=C2C1=O)OCCN1CCN(CC1)C tert-butyl 4-hydroxy-4-((7-(2-(4-methylpiperazin-1-yl)ethoxy)-4-oxoquinazolin-3(4H)-yl)methyl)piperidine-1-carboxylate